FC=1C(=C(C=CC1)C(=O)N1[C@@H]2[C@@H](C[C@H](C1)C2)NC2=CC=C(C=C2)C)C2=NC=CC=N2 (3-fluoro-2-(pyrimidin-2-yl)phenyl)((1S,4S,6R)-6-(p-tolylamino)-2-azabicyclo[2.2.1]Hept-2-yl)methanone